2-(4-(2-bromobenzoyl)-2-methylphenoxy)-N-(pyridin-3-yl)acetamide BrC1=C(C(=O)C2=CC(=C(OCC(=O)NC=3C=NC=CC3)C=C2)C)C=CC=C1